9-(4-((1-(3,3-difluoropropyl)pyrrolidin-3-yl)methyl)phenyl)-8-(2-methyl-3-(trifluoromethyl)phenyl)-6,7-dihydro-5H-benzo[7]annulene-3-carboxylic acid hydrochloride Cl.FC(CCN1CC(CC1)CC1=CC=C(C=C1)C1=C(CCCC2=C1C=CC(=C2)C(=O)O)C2=C(C(=CC=C2)C(F)(F)F)C)F